R-2-amino-3,3-dimethylbutyric acid N[C@@H](C(=O)O)C(C)(C)C